3-allyl-1-(2,7-dichloro-8-fluoropyrido[4,3-d]pyrimidin-4-yl)piperidin-3-ol C(C=C)C1(CN(CCC1)C=1C2=C(N=C(N1)Cl)C(=C(N=C2)Cl)F)O